((3S,4R)-4-fluoro-1-methylpiperidin-3-yl)-4-(5-(5-fluoro-2-methoxypyridin-4-yl)-1H-pyrazole-3-carbonyl)-4-azaspiro[2.5]octane-7-carboxamide F[C@H]1[C@H](CN(CC1)C)C1CC12N(CCC(C2)C(=O)N)C(=O)C2=NNC(=C2)C2=CC(=NC=C2F)OC